FC=1C(=NC=C(C1)F)C1=C(C=CC(=C1)C)C1CC(=NO1)N1C[C@H]([C@H](C1)F)NS(N(C)C)(=O)=O N'-[(3R,4S)-1-{5-[2-(3,5-difluoropyridin-2-yl)-4-methylphenyl]-4,5-dihydro-1,2-oxazol-3-yl}-4-fluoropyrrolidin-3-yl]-N,N-dimethylsulfuric diamide